C(C)[Si](CCCCCCC)(CC)CC Triethyl-(heptyl)silane